N-(2-(5-trifluoromethylpyridin-2-yl)ethyl)-2,6-dimethyl-5-chloropyrimidin-4-amine FC(C=1C=CC(=NC1)CCNC1=NC(=NC(=C1Cl)C)C)(F)F